ethyl 5-((4'-(3,3-difluorocyclobutyl)-[1,1'-biphenyl]-4-yl) oxy)-1-(4-methoxybenzyl)-1H-1,2,3-triazole-4-carboxylate FC1(CC(C1)C1=CC=C(C=C1)C1=CC=C(C=C1)OC1=C(N=NN1CC1=CC=C(C=C1)OC)C(=O)OCC)F